4-carbamimidoyl-2-fluorophenyl-2-(4-((3-methoxy-3-oxopropyl)carbamoyl)piperidin-1-yl)thiazole-5-carboxylic acid C(N)(=N)C1=CC(=C(C=C1)C=1N=C(SC1C(=O)O)N1CCC(CC1)C(NCCC(=O)OC)=O)F